ethyl 4-[(4-fluorophenyl)oxy]-3-oxobutanoate FC1=CC=C(C=C1)OCC(CC(=O)OCC)=O